N-(2-(4-((6-bromo-2-(2,6-dioxopiperidin-3-yl)-1,3-dioxoisoindoline-5-yl)methyl)piperazin-1-yl)ethyl)-4,9-dioxo-4,9-dihydronaphtho[2,3-b]furan-2-carboxamide BrC1=C(C=C2C(N(C(C2=C1)=O)C1C(NC(CC1)=O)=O)=O)CN1CCN(CC1)CCNC(=O)C1=CC2=C(O1)C(C1=CC=CC=C1C2=O)=O